2-(2-((5-iodopyridin-2-yl)oxy)ethoxy)ethan-1-ol IC=1C=CC(=NC1)OCCOCCO